NC1=NC=CC=C1C1=NC=2C(=NC(=CC2)C2=CC=CC=C2)N1C1=CC=C(C(=O)O)C=C1 4-(2-(2-aminopyridin-3-yl)-5-phenyl-3H-imidazo[4,5-b]pyridin-3-yl)benzoic acid